CN1N=C(C=C1B([O-])[O-])C 1,3-dimethyl-1H-pyrazol-5-ylboronate